tert-butyl (2r,3r)-3-hydroxy-2-methylazetidine-1-carboxylate O[C@H]1[C@H](N(C1)C(=O)OC(C)(C)C)C